Cl.FC1=CC=C(C=C1)NC(=O)C1(CC1)C(=O)NC1=CC=C(C=C1)OC1=CC=NC2=CC(=CC=C12)C=1C=NC(=CC1)C(F)(F)F 1-N'-(4-Fluorophenyl)-1-N-[4-[7-[6-(trifluoromethyl)pyridin-3-yl]quinolin-4-yl]oxyphenyl]cyclopropane-1,1-dicarboxamide hydrochloride